BrC=1C=NC=C(C1N1CCN(CC1)CC=1C=C2C(N(C(C2=CC1)=O)C1C(NC(CC1)=O)=O)=O)Cl 5-((4-(3-bromo-5-chloropyridin-4-yl)piperazin-1-yl)methyl)-2-(2,6-dioxopiperidin-3-yl)isoindoline-1,3-dione